2,8-dithia-1,9-nonanediol C(SCCCCCSCO)O